N-(4-cyano-2,6-diisopropylphenyl-carbamoyl)-4-(2-hydroxypropan-2-yl)-5-methylthiophene-2-sulfonamide C(#N)C1=CC(=C(C(=C1)C(C)C)NC(=O)NS(=O)(=O)C=1SC(=C(C1)C(C)(C)O)C)C(C)C